[2-(6-morpholino-3-pyridyl)phenyl]pyridine-2,6-diamine O1CCN(CC1)C1=CC=C(C=N1)C1=C(C=CC=C1)C=1C(=NC(=CC1)N)N